(S)-N,N-diethyl-1-(methylsulfinyl)-methanamide C(C)N(C(=O)[S@@](=O)C)CC